pentaerythritol tetraacrylate ethoxyethoxyethyl-acrylate C(C)OCCOCCC(C(=O)O)=C.C(C=C)(=O)O.C(C=C)(=O)O.C(C=C)(=O)O.C(C=C)(=O)O.OCC(CO)(CO)CO